{3-[(2-amino-3-chloropyridin-4-yl)sulfanyl]-6-chloro-1-(oxane-2-yl)-1H-pyrazolo[3,4-b]pyrazin-5-yl}methanol NC1=NC=CC(=C1Cl)SC1=NN(C2=NC(=C(N=C21)CO)Cl)C2OCCCC2